1-(2,3-difluorophenethyl)-4-((3-fluoro-4-methyl-6-((5-methyl-1H-pyrazol-3-yl)amino)pyridin-2-yl)methyl)piperidine-4-carboxylic acid FC1=C(CCN2CCC(CC2)(C(=O)O)CC2=NC(=CC(=C2F)C)NC2=NNC(=C2)C)C=CC=C1F